tert-Butyl 3-((2-oxopiperazin-1-yl)methyl)azetidine-1-carboxylate O=C1N(CCNC1)CC1CN(C1)C(=O)OC(C)(C)C